C(OC[C@]1(O[C@H]([C@@H]([C@@H]1O)O)C1=CC=C2C(=NC=NN21)N)C#N)(OCCCCCC)=O ((2R,3S,4R,5S)-5-(4-aminopyrrolo[2,1-f][1,2,4]triazin-7-yl)-2-cyano-3,4-dihydroxytetrahydrofuran-2-yl)methyl hexyl carbonate